tert-Butyl (3-(prop-2-yn-1-yl((1R,2R,3R,5S)-2,6,6-trimethylbicyclo[3.1.1]heptan-3-yl)amino)propyl)carbamate C(C#C)N(CCCNC(OC(C)(C)C)=O)[C@H]1[C@@H]([C@@H]2C([C@H](C1)C2)(C)C)C